FC=1C=C(C=CC1OC)C1=CN=C2N1C=CN=C2NC2=CC(=C(C(=O)NCCC1(CCNCC1)O)C=C2)C 4-[[3-(3-fluoro-4-methoxy-phenyl)imidazo[1,2-a]pyrazin-8-yl]amino]-N-[2-(4-hydroxy-4-piperidyl)ethyl]-2-methyl-benzamide